2-(2-butoxyethoxy)-1-aminoethane C(CCC)OCCOCCN